tert-butyl (3S,4R)-4-(4-amino-3-(4-phenoxyphenyl)-1H-pyrazolo[3,4-d]pyrimidin-1-yl)-3-fluoro-[1,4'-bipiperidine]-1'-carboxylate NC1=C2C(=NC=N1)N(N=C2C2=CC=C(C=C2)OC2=CC=CC=C2)[C@H]2[C@H](CN(CC2)C2CCN(CC2)C(=O)OC(C)(C)C)F